(8-bromo-2,4-dihydro-1H-quinazolin-3-yl)-[2,6-dichloro-4-(1-methylpyrazol-4-yl)phenyl]methanone BrC=1C=CC=C2CN(CNC12)C(=O)C1=C(C=C(C=C1Cl)C=1C=NN(C1)C)Cl